C1(CC1)C(CCC[C@@H](C)[C@H]1CC[C@H]2[C@@H]3CC[C@H]4[C@H]([C@H](CC[C@]4(C)[C@H]3CC[C@]12C)O)O)O 24-[cyclopropyl(hydroxy)methyl]-5α-cholan-3β,4β-diol